(3R)-9-(1-(6-chloropyridin-2-yl)ethyl)-2-(3,4-dichlorobenzoyl)-7-(hydroxymethyl)-3-methyl-1,2,3,4,8,9-hexahydropyrido[4',3':3,4]pyrazolo[1,5-a]pyrazin-10(7H)-one ClC1=CC=CC(=N1)C(C)N1C(C=2N(C(C1)CO)N=C1C2CN([C@@H](C1)C)C(C1=CC(=C(C=C1)Cl)Cl)=O)=O